N-(4-{2-azaspiro[3.3]heptan-2-yl}phenyl)-2-[(1-methyl-1H-1,2,3,4-tetrazol-5-yl)sulfanyl]-5-nitrobenzamide C1N(CC12CCC2)C2=CC=C(C=C2)NC(C2=C(C=CC(=C2)[N+](=O)[O-])SC2=NN=NN2C)=O